1-(3,3-difluoro-4-((4-((5-(furan-2-yl)-2-methoxyphenyl)amino)-7-methoxy-quinazolin-6-yl)oxy)piperidin-1-yl)prop-2-en-1-one FC1(CN(CCC1OC=1C=C2C(=NC=NC2=CC1OC)NC1=C(C=CC(=C1)C=1OC=CC1)OC)C(C=C)=O)F